2-{5-[3',4'-bis(2-hydroxyethoxy)spiro[1,3-dioxane-2,9'-thioxanthen]-5-yl]-3'-(2-hydroxyethoxy)spiro[1,3-dioxane-2,9'-thioxanthen]-4'-yloxy}ethan-1-ol OCCOC=1C=CC=2C3(C4=CC=CC=C4SC2C1OCCO)OCC(CO3)C3COC1(C2=CC=CC=C2SC=2C(=C(C=CC12)OCCO)OCCO)OC3